FC=1C(=C(C=CC1)C(=O)N1C[C@@H](CC[C@H]1C)OC1=NC=CC(=C1)C#N)C1=NC=CC=N1 2-({(3R,6R)-1-[(3-fluoro-2-pyrimidin-2-ylphenyl)carbonyl]-6-methylpiperidin-3-yl}oxy)pyridine-4-carbonitrile